1-(2-((5-Amino-4-((2-(dimethylamino)ethyl)(methyl)amino)-2-methoxyphenyl)amino)pyrimidin-4-yl)-1H-indol-5-ol NC=1C(=CC(=C(C1)NC1=NC=CC(=N1)N1C=CC2=CC(=CC=C12)O)OC)N(C)CCN(C)C